4,6-dihydroxy-2-toluic acid OC=1C=C(C(=C(C1)O)C)C(=O)O